ClC=1C=C(NC2(CCC3(C(CC4=CC=C(C=C34)OC(C)C)C[C@H](COC3=CC=NC=4CCC[C@H](C34)C)C)CC2)C(=O)O)C=CC1 4-(3-Chloroanilino)-2'-[(2R)-2-methyl-3-{[(5R)-5-methyl-5,6,7,8-tetrahydroquinolin-4-yl]oxy}propyl]-6'-[(propan-2-yl)oxy]-2',3'-dihydrospiro[cyclohexane-1,1'-indene]-4-carboxylic acid